1-((2R,3R,4R,5R)-3-((tert-butyldimethylsilyl)oxy)-5-(((tertbutyldimethylsilyl)oxy)methyl)-4-(((2,4,6-trimethoxybenzyl)thio)methoxy)tetrahydrofuran-2-yl)pyrimidine-2,4(1H,3H)-dione [Si](C)(C)(C(C)(C)C)O[C@H]1[C@@H](O[C@@H]([C@H]1OCSCC1=C(C=C(C=C1OC)OC)OC)CO[Si](C)(C)C(C)(C)C)N1C(NC(C=C1)=O)=O